(S)-5-hydroxydecanoic acid O[C@H](CCCC(=O)O)CCCCC